C(OC1=CC=C(C=C1)[N+](=O)[O-])(OCCC1=CC=C(C=C1)B1OC(C(O1)(C)C)(C)C)=O 4-nitrophenyl [4-(4,4,5,5-tetramethyl-1,3,2-dioxaborolan-2-yl)phenyl]ethyl carbonate